12-Amino-1-dodecanol NCCCCCCCCCCCCO